C1CC12CCN(CC2)C[C@@H](C)NC(C2=CC=C(C=C2)C2=NOC(=N2)C(F)(F)F)=O (R)-N-(1-(6-Azaspiro[2.5]octan-6-yl)propan-2-yl)-4-(5-(trifluoromethyl)-1,2,4-oxadiazol-3-yl)benzamide